C(C)(C)N1CCN(CC1)C1=CC=C(C=C1)[N+](=O)[O-] 1-isopropyl-4-(4-nitrophenyl)piperazine